(S)-N-(5-(4-amino-1-(1-(3-chloro-5-oxo-6-phenyl-5H-thiazolo[3,2-a]pyridin-7-yl)ethyl)-1H-pyrazolo[3,4-d]pyrimidin-3-yl)-2-methoxyphenyl)methanesulfonamide NC1=C2C(=NC=N1)N(N=C2C=2C=CC(=C(C2)NS(=O)(=O)C)OC)[C@@H](C)C=2C=C1N(C(C2C2=CC=CC=C2)=O)C(=CS1)Cl